(E)-3-(3-fluoro-4-methoxyphenyl)-propenyl bromide FC=1C=C(C=CC1OC)C/C=C/Br